8-(6-fluoro-1-methylsulfonyl-1H-indol-4-yl)-1,4,4,9-tetramethyl-7-(trifluoromethyl)-5H-[1,2,4]triazolo[4,3-a]quinoxaline FC1=CC(=C2C=CN(C2=C1)S(=O)(=O)C)C1=C(C=C2NC(C=3N(C2=C1C)C(=NN3)C)(C)C)C(F)(F)F